(9H-xanthene-9,9-diyl)dimethanol C1=CC=CC=2OC3=CC=CC=C3C(C12)(CO)CO